FCC(C(C(F)(F)F)F)O 1,3,4,4,4-pentafluoro-2-butanol